N(=[N+]=[N-])CCOCCOCCOCCOCCOCCOC=1C=C2C=CC=C(C2=CC1)C(=O)C1=C(N2C3=C(C=CC=C13)OC[C@H]2CN2CCOCC2)C (R)-(6-((17-azido-3,6,9,12,15-pentaoxaheptadecyl)oxy)naphthalen-1-yl)(5-methyl-3-(morpholinomethyl)-2,3-dihydro-[1,4]oxazino[2,3,4-hi]indol-6-yl)methanone